N(C(=O)C)C1=CC=C(C=C1)C=1N=C(SC1)N[C@@H](CC1=CC=C(C=C1)NS(=O)(=O)O)C=1N=C(SC1)C1=CC=CC=C1 (S)-4-{2-[4-(4-Acetaminophenyl)thiazol-2-ylamino]-2-(2-phenylthiazol-4-yl)ethyl}phenylaminosulfonic acid